1-[3-[1-(2,2,2-trifluoroethyl)-1,2,4-triazol-3-yl]pyrazin-2-yl]ethanamine FC(CN1N=C(N=C1)C=1C(=NC=CN1)C(C)N)(F)F